C1(CC1)C(=O)N1[C@H]([C@H]([C@H](C1)F)NS(=O)(=O)C1CC1)CC=1C(=C(C=CC1)C1=CC(=CC(=C1)F)F)F N-{(2S,3R,4S)-1-(cyclopropanecarbonyl)-4-fluoro-2-[(2,3',5'-trifluoro[1,1'-biphenyl]-3-yl)methyl]pyrrolidin-3-yl}cyclopropane-sulfonamide